2-(4-(trifluoromethyl)phenyl)-8-azaspiro[4.5]decane hydrochloride Cl.FC(C1=CC=C(C=C1)C1CC2(CC1)CCNCC2)(F)F